NC1C2CC3CC(CC1C3)C2 4-aminoadamantane